1,8-diazabiCyclo[5.4.0]Undec-7-en N12CCCCCC2=NCCC1